ClC=1C(=NC(=NC1)NC1=C(C=C(C=C1)N1CCC(CC1)NCCCSC=1C=C2CN(C(C2=CC1)=O)C1C(NC(CC1)=O)=O)OC)NC1=C(C=CC=C1)P(=O)(OC)OC 3-(5-((3-((1-(4-((5-chloro-4-((2-(dimethylphosphono)phenyl)amino)pyrimidin-2-yl)amino)-3-methoxyphenyl)piperidin-4-yl)amino)propyl)thio)-1-oxoisoindolin-2-yl)piperidine-2,6-dione